P(=O)(O)(O)O[C@@H](CC(C(=O)[O-])=O)[C@H](O)CO 2-dehydro-3-deoxy-phosphogluconate